CN(C)CC=1C(=CC(NC1)=O)C(F)(F)F 5-((dimethylamino)methyl)-2-oxo-4-(trifluoromethyl)pyridin